1-(3,5-Difluoro-4-(3-(2-(4-methylpiperazin-1-yl)pyrimidin-5-yl)-1H-pyrazolo[3,4-c]pyridin-5-yl)phenyl)-N-methylmethanamine FC=1C=C(C=C(C1C=1C=C2C(=CN1)NN=C2C=2C=NC(=NC2)N2CCN(CC2)C)F)CNC